N-((3R)-4-(3-Fluoro-3-(3-(trifluoromethyl)phenyl)pyrrolidin-1-yl)-3-hydroxybutyl)-1,3,3-trimethyl-2-oxoindoline-5-carboxamide FC1(CN(CC1)C[C@@H](CCNC(=O)C=1C=C2C(C(N(C2=CC1)C)=O)(C)C)O)C1=CC(=CC=C1)C(F)(F)F